OC(=O)C(F)(F)F.FC1=CC=C(C=C1)C1C(C1)NCC1CCN(CC1)C1=NC=C(C=N1)C(=O)NO 2-(4-(((2-(4-fluorophenyl)cyclopropyl)amino)methyl)piperidin-1-yl)-N-hydroxypyrimidine-5-carboxamide TFA salt